racemic-(1S,4R)-4-ethenyl-2-oxocyclohexyl acetate C(C)(=O)O[C@@H]1C(C[C@@H](CC1)C=C)=O |r|